(S)-1-(2-aminopyrimidin-5-yl)-3-(1-(5,7-difluoro-3-methylbenzo[b]thiophen-2-yl)-2,2,2-trifluoroethyl)urea NC1=NC=C(C=N1)NC(=O)N[C@@H](C(F)(F)F)C1=C(C2=C(S1)C(=CC(=C2)F)F)C